tert-butyl ((5S,8S,10aR)-8-([1,1'-biphenyl]-4-ylcarbamoyl)-3-(8-(2-(2,6-dioxopiperidin-3-yl)-1-oxoisoindolin-4-yl)oct-7-ynoyl)-6-oxodecahydropyrrolo[1,2-a][1,5]diazocin-5-yl)carbamate C1(=CC=C(C=C1)NC(=O)[C@@H]1CC[C@H]2N1C([C@H](CN(CC2)C(CCCCCC#CC2=C1CN(C(C1=CC=C2)=O)C2C(NC(CC2)=O)=O)=O)NC(OC(C)(C)C)=O)=O)C2=CC=CC=C2